CC=1C=C(C#N)C=CC1OC1=NC=C(C=C1)N1C(NC=2C1=NC=CC2)=O 3-methyl-4-[[5-(2-oxo-1H-imidazo[4,5-b]pyridin-3-yl)-2-pyridinyl]oxy]benzonitrile